NC1=NC(=NC2=C(C=CC=C12)C=1C=C(C=CC1)NC(C=C)=O)NC=1C=NC(=CC1)N1CCOCC1 N-(3-(4-amino-2-((6-morpholinylpyridin-3-yl)amino)quinazolin-8-yl)phenyl)acrylamide